P(=O)(OC1=C(C=CC=C1)N=NC=1C(=NC(=CC1)N)N)([O-])[O-] (2-((2,6-diaminopyridin-3-yl) diazenyl) phenyl) phosphate